NC1=NC(=C2N=CN(C2=N1)[C@H]1[C@]([C@@H]([C@H](O1)COP(=O)(OC1=CC=CC=C1)N[C@@H](C)C(=O)OC(C)C)O)(C#C)F)NC isopropyl ((((R,S)-(2R,3R,4R,5R)-5-(2-amino-6-methylamino-9H-purin-9-yl)-4-fluoro-3-hydroxy-4-ethynyltetrahydrofuran-2-yl)methoxy)-phenoxy-phosphoryl)-L-alaninate